3-(4-((2-chloropyrrolo[2,1-f][1,2,4]triazin-4-yl)amino)-1H-imidazol-1-yl)cyclobutanenitrile ClC1=NN2C(C(=N1)NC=1N=CN(C1)C1CC(C1)C#N)=CC=C2